(R)- or (S)-N-((2-cyano-4-(4-(trifluoromethyl)phenyl)-4,5,6,7-tetrahydropyrazolo[1,5-a]pyrimidin-6-yl)methyl)acrylamide C(#N)C1=NN2C(N(C[C@H](C2)CNC(C=C)=O)C2=CC=C(C=C2)C(F)(F)F)=C1 |o1:8|